2-(2-(2,6-dioxopiperidin-3-yl)-1-oxoisoindolin-4-yl)-N-(3-((3aR,4S,9bR)-4-(hydroxymethyl)-1-(pyridin-4-ylmethyl)-2,3,3a,4,5,9b-hexahydro-1H-pyrrolo[3,2-c]quinolin-8-yl)phenyl)acetamide O=C1NC(CCC1N1C(C2=CC=CC(=C2C1)CC(=O)NC1=CC(=CC=C1)C1=CC=2[C@H]3[C@@H]([C@H](NC2C=C1)CO)CCN3CC3=CC=NC=C3)=O)=O